O1C=CC=2C1=CC=CC2S(=O)(=O)N2C=C(C=C2C2=C(C=CC=C2)F)CN(C(OC(C)(C)C)=O)C tert-butyl N-{[1-(1-benzofuran-4-sulfonyl)-5-(2-fluorophenyl)-1H-pyrrol-3-yl]methyl}-N-methylcarbamate